3-methoxy-5,5-dimethyl-6-oxo-3-[4-(trifluoromethyl)-1,3-thiazol-2-yl]cyclohex-1-ene-1-carbonitrile COC1(C=C(C(C(C1)(C)C)=O)C#N)C=1SC=C(N1)C(F)(F)F